(4-methoxy-7-{1-[2-(2-methoxy-ethoxy)-ethyl]-1H-pyrazol-4-yl}-thiazolo[4,5-c]pyridin-2-yl)-amid COC1=NC=C(C2=C1N=C(S2)[NH-])C=2C=NN(C2)CCOCCOC